ethoxynaphthyltriacetoxysilane C(C)OCC(=O)O[Si](OC(C)=O)(OC(C)=O)C1=CC=CC2=CC=CC=C12